(S)-N-(4-fluorophenyl)-N-methylpyrrolidine-2-carboxamide FC1=CC=C(C=C1)N(C(=O)[C@H]1NCCC1)C